ClC1=C(C=2N(C(=N1)S(=O)C)C=CN2)I 7-chloro-8-iodo-5-(methylsulfinyl)imidazo[1,2-c]Pyrimidine